3-cyclopentyl-3-{4-[7-(2-trimethylsilylethoxymethyl)-7H-pyrrolo[2,3-d]pyrimidin-4-yl]pyrazol-1-yl}propionitrile C1(CCCC1)C(CC#N)N1N=CC(=C1)C=1C2=C(N=CN1)N(C=C2)COCC[Si](C)(C)C